1-((2S,5R)-5-((5-((1R,2R)-2-(methoxymethyl)cyclopropyl)-7H-pyrrolo[2,3-d]pyrimidin-4-yl)amino)-2-methylpiperidin-1-yl)prop-2-en-1-one sodium 1-docosanesulfonate C(CCCCCCCCCCCCCCCCCCCCC)S(=O)(=O)[O-].[Na+].COC[C@H]1[C@@H](C1)C1=CNC=2N=CN=C(C21)N[C@@H]2CC[C@@H](N(C2)C(C=C)=O)C